6,8-bis(trifluoromethyl)-1H-quinolin-4-one FC(C=1C=C2C(C=CNC2=C(C1)C(F)(F)F)=O)(F)F